Trans-(1-((2-(aminomethyl)pyridin-4-yl)sulfonyl)-5-phenylpiperidin-3-yl)(1,1-dioxidothiomorpholino)methanone NCC1=NC=CC(=C1)S(=O)(=O)N1C[C@H](C[C@@H](C1)C1=CC=CC=C1)C(=O)N1CCS(CC1)(=O)=O